FC=1C=C(C=C(C1)F)C(CC(=O)OC)C1=CC=CC=C1 methyl 3-(3,5-difluorophenyl)-3-phenylpropionate